(3-((dimethylamino)methyl)phenyl)boric acid CN(C)CC=1C=C(C=CC1)OB(O)O